[NH+]1=CC=C(C=C1)C gamma-picolinium